1,1-Diethyl-cyclohexan-3,5-dion C(C)C1(CC(CC(C1)=O)=O)CC